ClC=1C(=NC(=CC1)C1=C(C=C(C(=C1)C)C(F)(F)F)F)C(=O)OC Methyl 3-chloro-6-(2-fluoro-5-methyl-4-(trifluoromethyl) phenyl)picolinate